benzyl (2R,4R)-2-(6-cyclopropylimidazo[1,2-a]pyridin-2-yl)-4-hydroxypyrrolidine-1-carboxylate C1(CC1)C=1C=CC=2N(C1)C=C(N2)[C@@H]2N(C[C@@H](C2)O)C(=O)OCC2=CC=CC=C2